C1(CC1)CCOC=1C=C2CC(N3C(C2=CC1C=1SC=CN1)=CC(C(=C3)C(=O)N)=O)C(C)C 9-(2-Cyclopropylethoxy)-6-isopropyl-2-oxo-10-(thiazol-2-yl)-6,7-dihydro-2H-pyrido[2,1-a]isoquinoline-3-carboxamide